6-[(2E)-3,7-dimethylocta-2,6-dienyl]-7-hydroxy-5-methoxy-3H-2-benzofuran-1-one C\C(=C/CC=1C(=CC2=C(C(OC2)=O)C1O)OC)\CCC=C(C)C